(1R,3S,4S)-N-(3-chloro-4-fluorophenyl)-2-(6-methyl-4-(trifluoromethyl)pyridin-2-yl)-N-(3-(pyrrolidin-1-yl)propyl)-2-azabicyclo[2.2.1]heptane-3-carboxamide ClC=1C=C(C=CC1F)N(C(=O)[C@H]1N([C@@H]2CC[C@H]1C2)C2=NC(=CC(=C2)C(F)(F)F)C)CCCN2CCCC2